(R)-3-(3-((5-(5-methyl-1,2,4-oxadiazol-3-yl)-1H-pyrrolo[2,3-b]pyridin-4-yl)amino)piperidin-1-yl)-3-oxopropanenitrile CC1=NC(=NO1)C=1C(=C2C(=NC1)NC=C2)N[C@H]2CN(CCC2)C(CC#N)=O